ClC1=NN=CC2=C3C(=CC=C12)C(=C(S3)C)C 6-chloro-2,3-dimethylthieno[2,3-f]phthalazine